(2S,3R)-3-(((2-(3,4-dihydroxybenzoyl)hydrazinecarbonyl)oxy)methyl)-3-methyl-7-oxo-4-thia-1-azabicyclo[3.2.0]heptane-2-carboxylic acid 4,4-dioxide OC=1C=C(C(=O)NNC(=O)OC[C@]2([C@@H](N3C(CC3S2(=O)=O)=O)C(=O)O)C)C=CC1O